ClC=1C(=NC(=NC1)NC1=C(C=C(C(=C1)CC)N1CCC(CC1)N1CCN(CC1)C)OC)NC=1C=CC=C2CCN(C12)S(=O)(=O)C 5-chloro-N2-(5-ethyl-2-methoxy-4-(4-(4-methylpiperazin-1-yl)piperidin-1-yl)phenyl)-N4-(1-(methylsulfonyl)indolin-7-yl)pyrimidine-2,4-diamine